ClC=1C=C(NC(C(C(=O)N([C@H]2C=C[C@H](C2)C(=O)OC)C)OC)=O)C=C(C1)Cl methyl (1S,4R)-4-[[3-(3,5-dichloroanilino)-2-methoxy-3-oxo-propanoyl]-methyl-amino]cyclopent-2-ene-1-carboxylate